C(=C\CCCC)/C1C(N(C(C1)=O)NC(C1=CC=C(C=C1)C(F)(F)F)=O)=O (E)-N-(3-(hexen-1-yl)-2,5-dioxopyrrolidin-1-yl)-4-(trifluoromethyl)benzamide